methyl N-[5-[6-[(4-cyano-3-methoxy-benzoyl)-methyl-amino]-8-methyl-imidazo[1,2-a]pyridin-3-yl]-2-pyridyl]carbamate C(#N)C1=C(C=C(C(=O)N(C=2C=C(C=3N(C2)C(=CN3)C=3C=CC(=NC3)NC(OC)=O)C)C)C=C1)OC